chloro-6-(cyclopropoxy)-2-(1,1-difluoroethyl)pyrimidine ClC1=NC(=NC(=C1)OC1CC1)C(C)(F)F